3,5-difluoro-4-methylbenzeneboronic acid FC=1C=C(C=C(C1C)F)B(O)O